1,3-nonadien C=CC=CCCCCC